NC=1C=CC(=C(C1)S(=O)(=O)NCCC1=C(C=CC=C1)OC)C 5-amino-N-[2-(2-methoxyphenyl)ethyl]-2-methyl-benzenesulfonamide